(R)-tert-butyl (1-(7-acrylamido-2-(pyrrolidin-1-yl)quinazolin-4-yl)pyrrolidin-3-yl)carbamate C(C=C)(=O)NC1=CC=C2C(=NC(=NC2=C1)N1CCCC1)N1C[C@@H](CC1)NC(OC(C)(C)C)=O